N-(6-bromo-2-isopropoxy-3-pyridinyl)-3-(4-fluorophenyl)-5-methyl-isoxazole-4-carboxamide BrC1=CC=C(C(=N1)OC(C)C)NC(=O)C=1C(=NOC1C)C1=CC=C(C=C1)F